[N+](=[N-])=[Cu] diazocopper